9,9'-(2,6-pyridinediyldi-3,1-phenylene)bis-9H-carbazole N1=C(C=CC=C1C=1C=C(C=CC1)N1C2=CC=CC=C2C=2C=CC=CC12)C=1C=C(C=CC1)N1C2=CC=CC=C2C=2C=CC=CC12